2-(2,6-dimethyl-4-{3-[4-(methylthio)phenyl]-3-oxoprop-1-yl}phenoxy)-2-methylpropionic acid CC1=C(OC(C(=O)O)(C)C)C(=CC(=C1)CCC(=O)C1=CC=C(C=C1)SC)C